2-{9-[(3R)-1-methylpiperidin-3-yl]-5,6,8,9-tetrahydro-4H,7H-1,2,6a,9-tetraazaphenalen-3-yl}-5-(trifluoromethyl)phenol CN1C[C@@H](CCC1)N1CCN2CCCC3=C(N=NC1=C32)C3=C(C=C(C=C3)C(F)(F)F)O